[F-].C(CCCCCCCC)[NH+]1CC(CC1)CC 1-nonyl-3-ethylpyrrolidinium fluoride